N-((1S,2S,5S)-2-((2-chloro-5-fluoro-4-(N-(pyrimidin-4-yl)sulfamoyl)phenyl)amino)-5-(3-(trifluoromethyl)phenyl)cyclohexyl)-2-(dimethylamino)-N-methylacetamide Formate C(=O)O.ClC1=C(C=C(C(=C1)S(NC1=NC=NC=C1)(=O)=O)F)N[C@@H]1[C@H](C[C@H](CC1)C1=CC(=CC=C1)C(F)(F)F)N(C(CN(C)C)=O)C